6-((1R,5S,6r)-6-(1-isopropyl-3-(5-(trifluoromethyl)pyridin-3-yl)-1H-1,2,4-triazol-5-yl)bicyclo[3.1.0]hexan-3-yl)-2-thia-6-azaspiro[3.4]octane 2,2-dioxide C(C)(C)N1N=C(N=C1C1[C@H]2CC(C[C@@H]12)N1CC2(CS(C2)(=O)=O)CC1)C=1C=NC=C(C1)C(F)(F)F